FC=1C=C(C=C(C1)C=1C=NC=CC1)[C@@H]1N(OCC1)C1=CC(=NC=N1)NC=1C(=CC(=C(C1)NC(C=C)=O)N1CCN(CC1)C)OC (R)-N-(5-((6-(3-(3-fluoro-5-(pyridin-3-yl)phenyl)-isoxazolidin-2-yl)-pyrimidin-4-yl)-amino)-4-meth-oxy-2-(4-methyl-piperazin-1-yl)-phenyl)acrylamide